7-chloro-1-methyl-5-(3-pyridyloxy)benzimidazol-2-amine ClC1=CC(=CC2=C1N(C(=N2)N)C)OC=2C=NC=CC2